NCCN=S(=O)(N)C1=CC=C(C=C1)OC1=CC=NC2=CC(=CC=C12)OC N'-(2-aminoethyl)-4-((7-methoxyquinolin-4-yl)oxy)benzenesulfonimidamide